1-(6-chloro-4-isopropyl-2,7-naphthyridin-1-yl)-3-fluoroazetidine-3-carboxylic acid ClC=1C=C2C(=CN=C(C2=CN1)N1CC(C1)(C(=O)O)F)C(C)C